4-(3-((2-methyl-4-((2-morpholinoethyl)amino)phenyl)amino)-1H-pyrazol-5-yl)phenol CC1=C(C=CC(=C1)NCCN1CCOCC1)NC1=NNC(=C1)C1=CC=C(C=C1)O